tert-butyl (R)-4-((3-(1-(2,6-dioxopiperidin-3-yl)-3-methyl-2-oxo-2,3-dihydro-1H-benzo[d]imidazol-4-yl)prop-2-yn-1-yl)oxy)piperidine-1-carboxylate O=C1NC(CC[C@H]1N1C(N(C2=C1C=CC=C2C#CCOC2CCN(CC2)C(=O)OC(C)(C)C)C)=O)=O